5-chloro-2-[2-methyl-4-(piperidin-4-yl)-1,3-benzodioxol-2-yl]pyridine ClC=1C=CC(=NC1)C1(OC2=C(O1)C=CC=C2C2CCNCC2)C